BrC1=CC(=CC2=C1N(C(=N2)CNC)COCC[Si](C)(C)C)C2CC2 1-(7-bromo-5-cyclopropyl-1-((2-(trimethylsilyl)ethoxy)methyl)-1H-benzo[d]imidazol-2-yl)-N-methylmethanamine